4,4'-[thiobismethylene]bis[2,6-di-t-butylphenol] S(CC1=CC(=C(C(=C1)C(C)(C)C)O)C(C)(C)C)CC1=CC(=C(C(=C1)C(C)(C)C)O)C(C)(C)C